4-(4-((1R,5S)-3,8-diazabicyclo[3.2.1]octan-3-yl)-8-fluoro-2-((2-fluorotetrahydro-1H-pyrrolizin-7a(5H)-yl)ethynyl)pyrido[4,3-d]pyrimidin-7-yl)-5-ethyl-6-fluoronaphthalen-2-ol [C@H]12CN(C[C@H](CC1)N2)C=2C1=C(N=C(N2)C#CC23CCCN3CC(C2)F)C(=C(N=C1)C1=CC(=CC2=CC=C(C(=C12)CC)F)O)F